FC1=CC(=C(C=C1)C1CCN(CC1)[C@H]1CC2(CN(C2)C(=O)C2COC2)CC1)OC(C)C (R)-(6-(4-(4-fluoro-2-isopropoxyphenyl)piperidin-1-yl)-2-azaspiro[3.4]octan-2-yl)(oxetan-3-yl)methanone